FC1(CN(C1)C12CC(C1)(C2)NC(OC(C)(C)C)=O)F tert-butyl (3-(3,3-difluoroazetidin-1-yl)bicyclo[1.1.1]pentan-1-yl)carbamate